S(=O)(=O)(O)O.N1C=CC=C1 pyrrole hydrogensulfate